(R)-2-((1-(2-cyano-3-(4-(4-cyano-2-methylphenyl)piperazin-1-yl)-7-methylquinoxalin-5-yl)ethyl)amino)-benzoic acid C(#N)C1=NC2=CC(=CC(=C2N=C1N1CCN(CC1)C1=C(C=C(C=C1)C#N)C)[C@@H](C)NC1=C(C(=O)O)C=CC=C1)C